ethyl 2-(2-cyclopropyl-7-methyl-4-oxo-6,7-dihydrothieno[3,2-c]pyridin-5-yl)acetate C1(CC1)C1=CC=2C(N(CC(C2S1)C)CC(=O)OCC)=O